COC1=C(CN(S(=O)(=O)C2=NC=CC(=C2)NC(C2=C(N=C(C=C2C)Cl)N2CCC(CC2)(F)F)=O)CC2=C(C=C(C=C2)OC)OC)C=CC(=C1)OC N-(2-(N,N-bis(2,4-dimethoxybenzyl)sulfamoyl)pyridin-4-yl)-6-chloro-2-(4,4-difluoropiperidin-1-yl)-4-methylnicotinamide